FC=1C=CC=C2C=C(C=NC12)NC(C(CC#CC)(C)CC(C)C)=O N-(8-fluoro-3-quinolyl)-2-isobutyl-2-methyl-hex-4-ynamide